Cl.Cl.CN([C@@H]1C[C@@H](C1)N)C=1C2=C(N=CN1)N(C=C2)S(=O)(=O)C2=CC=C(C=C2)C cis-N-methyl-N-{7-[(4-methylphenyl)sulfonyl]-7H-pyrrolo[2,3-d]pyrimidin-4-yl}cyclobutane-1,3-diamine dihydrochloride